O=[S@]1(=N[C@H](CC1)C1=CC=CC=C1)C1=CC=C(C(=O)OC)C=C1 |r| rac-methyl 4-((1S,3R)-1-oxido-3-phenyl-4,5-dihydro-3H-1λ6-isothiazol-1-yl)benzoate